3-bromo-1H-pyrrolo[2,3-b]pyridine-6-carbonitrile BrC1=CNC2=NC(=CC=C21)C#N